N-[5-(2,6-difluoro-4-methoxyphenyl)-1-methyl-2-(6-{[(methylcarbamoyl)methyl]amino}-3-(trifluoromethyl)pyridin-2-yl)-3-oxo-2,3-dihydro-1H-pyrazol-4-yl]-4-(difluoromethoxy)benzamide FC1=C(C(=CC(=C1)OC)F)C1=C(C(N(N1C)C1=NC(=CC=C1C(F)(F)F)NCC(NC)=O)=O)NC(C1=CC=C(C=C1)OC(F)F)=O